C(C)S(=O)(SCCN)=O S-(2-aminoethyl) (s)-ethanethiosulfonate